[PH2](=O)[O-].C(C)[Al+]CC diethyl-aluminum hypophosphite